NC1=C(C2=C(N=C(N=C2)C)N1C1=C(C=CC=C1Cl)Cl)C(=O)N 6-amino-7-(2,6-dichlorophenyl)-2-methyl-7H-pyrrolo[2,3-d]pyrimidine-5-carboxamide